4-(4-amino-5-iodoimidazo[5,1-f][1,2,4]triazin-7-yl)bicyclo[2.2.2]octane-1-carboxylic acid methyl ester COC(=O)C12CCC(CC1)(CC2)C2=NC(=C1C(=NC=NN12)N)I